4-[(5-Chloropyrimidine-2-yl)thio]-3-{2-[3-(trifluoromethyl)-1H-pyrazole-1-yl]ethyl}benzo[d]oxazole-2(3H)-On ClC=1C=NC(=NC1)SC1=CC=CC2=C1N(C(O2)=O)CCN2N=C(C=C2)C(F)(F)F